C(C1=CC=CC=C1)OC[C@@H](N(S(=O)(=O)C1=C(C(=C(C(=C1F)F)F)F)F)C)C(=O)Cl O-benzyl-N-methyl-N-((pentafluorophenyl)sulfonyl)-D-serinoyl chloride